1,3,5-tris-[3-(trimethoxysilyl)-propyl]-1,3,5-triazine CO[Si](CCCN1CN(CN(C1)CCC[Si](OC)(OC)OC)CCC[Si](OC)(OC)OC)(OC)OC